NC[C@H]1[C@@H](C1)C(=O)OC methyl (1R,2R)-2-(aminomethyl)cyclopropanecarboxylate